C1(CC1)C(C)N1N=C(C=C1)C1=C(C=CC(=C1)C1=NN=C(N1)C)C(=O)N1CCC(CC1)(F)F [2-[1-(1-cyclopropylethyl)pyrazol-3-yl]-4-(5-methyl-4H-1,2,4-triazol-3-yl)phenyl]-(4,4-difluoro-1-piperidyl)methanone